(diphenylphosphoryl)-4'-(2-(diphenylphosphoryl)phenoxy)-N,N-diphenyl-biphenyl-4-amine C1(=CC=CC=C1)P(=O)(C1=CC=CC=C1)C1=C(C=CC(=C1)N(C1=CC=CC=C1)C1=CC=CC=C1)C1=CC=C(C=C1)OC1=C(C=CC=C1)P(=O)(C1=CC=CC=C1)C1=CC=CC=C1